(R)-4-((2-(1H-pyrazol-4-yl)ethyl)amino)-N-(1-(3-methoxypyridin-2-yl)ethyl)-5,6-dimethylpyrimidine-2-carboxamide N1N=CC(=C1)CCNC1=NC(=NC(=C1C)C)C(=O)N[C@H](C)C1=NC=CC=C1OC